FC1=C2C=CC=C3CC(C(C=C1O)=C32)=O 6-fluoro-7-hydroxyacenaphthylen-1(2H)-one